ClC=1C=C(C=CC1)C(CO)NC(=O)C1=CN(C=C1)C1=NC(=NC=C1C)N[C@H](CO)CC N-(1-(3-chloro-phenyl)-2-hydroxy-ethyl)-1-(2-(((S)-1-hydroxybutan-2-yl)amino)-5-methylpyrimidin-4-yl)-1H-pyrrole-3-carboxamide